C1(=CC=CC=C1)N1C2=C(C3=CC(=CC=C13)C1=CC=C(C=C1)NC1=CC=C(C=C1)C1=CC=CC=C1)C=CC=N2 N-(4-(9-phenyl-9H-pyrido[2,3-b]indol-6-yl)phenyl)-[1,1'-biphenyl]-4-amine